FC=1C=C(C=CC1)NC1=NC(=CC(=C1)NC(OC(C)(C)C)=O)C(=O)N1CC2=CC=CC=C2C1 Tert-butyl (2-((3-fluorophenyl)amino)-6-(isoindoline-2-carbonyl)pyridin-4-yl)carbamate